C1=CC(=CC=2C3=CC=CC=C3C=CC12)C(C(=O)O)C(C)=O phenanthren-3-yl-3-oxo-butyric acid